11-(bromomethyl)heneicosane BrCC(CCCCCCCCCC)CCCCCCCCCC